4-(3-(3-ethyl-1H-indazol-5-yl)imidazo[1,2-b]pyridazin-6-yl)-2,2-dimethylmorpholine C(C)C1=NNC2=CC=C(C=C12)C1=CN=C2N1N=C(C=C2)N2CC(OCC2)(C)C